CN(C(O)=O)C1=CC=C(C=C1)C.N12C(CCCCC2=NCCC1)[2H] 1,8-Diazabicyclo(5.4.0)undec-7-ene-d Methyl-p-tolylcarbamate